1,3,5-trichloro-2-vinylbenzene ClC1=C(C(=CC(=C1)Cl)Cl)C=C